2-Methyl-6-(trifluoromethyl)nicotinonitrile CC1=C(C#N)C=CC(=N1)C(F)(F)F